octanonamidoacetic acid C(C(CCCCCC)=O)(=O)NCC(=O)O